[As+]=S arsenic(III) sulfide